(Z)-N-methyl-N-styryl-benzamide tert-Butyl-N-[2-(2-{2-[3-(5-nitro-1,3-benzoxazol-2-yl)-6-oxo-1,6-dihydropyridazin-1-yl]ethoxy}ethoxy)ethyl]carbamate C(C)(C)(C)OC(NCCOCCOCCN1N=C(C=CC1=O)C=1OC2=C(N1)C=C(C=C2)[N+](=O)[O-])=O.CN(C(C2=CC=CC=C2)=O)\C=C/C2=CC=CC=C2